3-((6-(methoxymethyl)pyridin-3-yl)methyl)-1-methyl-1-(piperidin-4-ylmethyl)urea COCC1=CC=C(C=N1)CNC(N(CC1CCNCC1)C)=O